N-((R)-((1s,2R,3s,5s,7s)-5-chloro-1-hydroxyadamantan-2-yl)(phenyl)methyl)butanamide Cl[C@]12C[C@H]3[C@@H]([C@](C[C@@H](C1)C3)(C2)O)[C@@H](NC(CCC)=O)C2=CC=CC=C2